C[C@H]1CN(CCN1C)C1=C(C=C(C(=C1)OC)NC1=NC=NC(=C1)N1OCC[C@@H]1C1=CC(=CC=C1)OC1=CC=CC=C1)NC(C=C)=O N-(2-((S)-3,4-dimethylpiperazin-1-yl)-4-methoxy-5-((6-((R)-3-(3-phenoxyphenyl)-isoxazolidin-2-yl)-pyrimidin-4-yl)-amino)phenyl)-acrylamide